C1(CC1)C1=C(C=2N(N=C1N1CC=3C=C(C=NC3CC1)C(F)(F)F)C=NN2)C 6-(7-cyclopropyl-8-methyl-[1,2,4]triazolo[4,3-b]pyridazin-6-yl)-3-(trifluoromethyl)-5,6,7,8-tetrahydro-1,6-naphthyridine